4,6-dimethyl-piperazin-2-one CN1CC(NC(C1)C)=O